ClC=1C=C2C(=CN=C(C2=CN1)N1CC(C1)S(=O)(=O)C)C(C)C 6-chloro-4-isopropyl-1-(3-(methylsulfonyl)azetidin-1-yl)-2,7-naphthyridine